FC1=C(C(=C(C=C1\C=C\C1=NC(=CC=C1)C)O)C(C)C)O (E)-4-fluoro-2-isopropyl-5-[2-(6-methylpyridin-2-yl)vinyl]benzene-1,3-diol